(E)-4-(1-(3-chloro-5-(trifluoromethoxy)phenyl)cyclobutoxy)-4-oxobut-2-enoic acid ClC=1C=C(C=C(C1)OC(F)(F)F)C1(CCC1)OC(/C=C/C(=O)O)=O